3-naphthoic anhydride C1=CC(=CC2=CC=CC=C12)C(=O)OC(=O)C=1C=CC2=CC=CC=C2C1